2-bromo-1-(1H-pyrrolo[3,2-c]pyridin-3-yl)ethane-1-one BrCC(=O)C1=CNC2=C1C=NC=C2